C=1(C(=C(C(=C(C1[2H])[2H])[2H])C1=C(C=2NC3=C(C(=C(C(=C3C2C(=C1[2H])[2H])[2H])[2H])[2H])[2H])[2H])[2H])C1=C(C(=C(C(=C1[2H])[2H])[2H])[2H])[2H] 2-([1,1'-biphenyl]-3-yl-d9)-9H-carbazole-1,3,4,5,6,7,8-d7